C1=CC=C(C=C1)CC2=CN(C(=O)NC2=O)COCCO The molecule is a pyrimidone that is uracil which is substituted by a 2-hydroxyethoxymethyl group at position 1 and a benzyl group at position 5. It is a primary alcohol, a hydroxyether and a pyrimidone. It derives from a uracil.